C(C=CCCCCCCCCCCCCCCCCCCCCC)(=O)O tetracosenic acid